ClC1=CC(=C(C=C1OC(F)F)NS(=O)(=O)C1=CNC(=C1)C1=CC=CC=C1)F N-[4-chloro-5-(difluoromethoxy)-2-fluorophenyl]-5-phenyl-1H-pyrrole-3-sulfonamide